O=C1NC(CCC1N1C(C2=CC=CC(=C2C1=O)CNC(=O)C1=CC=C(C=C1)NNC(=O)OC(C)(C)C)=O)=O tert-butyl 2-(4-(((2-(2,6-dioxopiperidin-3-yl)-1,3-dioxoisoindolin-4-yl)methyl)carbamoyl)phenyl)hydrazine-1-carboxylate